CN1C2COCC1CC(C2)O 9-methyl-3-oxa-9-azabicyclo[3.3.1]nonan-7-ol